OC1=C(C=CC(=C1)OOCCCCCC(C)C)C1=NC(=NC(=N1)C1=C(C=C(C=C1)OOCCCCCC(C)C)O)C1=C(C=C(C=C1)OOCCCCCC(C)C)O 2,4,6-tris(2-hydroxy-4-isooctyloxyoxyphenyl)-s-triazine